C1(=CC=CC=C1)P(C1=C(C(=CC=C1)OC)C1=C(C=CC=C1OC)P(C1=CC=CC=C1)C1=CC=CC=C1)C1=CC=CC=C1 (S)-(-)-2,2'-Bis(diphenylphosphino)-6,6'-dimethoxy-1,1-biphenyl